ethyl 2-(4-chloro-1H-pyrazol-1-yl)propanoate ClC=1C=NN(C1)C(C(=O)OCC)C